1-[3-ethylsulfonyl-2-[1-oxo-6-(trifluoromethyl)isoindolin-2-yl]imidazo[1,2-a]pyridin-6-yl]cyclopropanecarbonitrile C(C)S(=O)(=O)C1=C(N=C2N1C=C(C=C2)C2(CC2)C#N)N2C(C1=CC(=CC=C1C2)C(F)(F)F)=O